ClC1=NC(=C2C(=N1)N(N=C2)[C@H]2[C@@H]([C@@H]([C@H](O2)COCP(O)(O)=O)O)O)NC ((((2R,3S,4R,5R)-5-(6-chloro-4-(methylamino)-1H-pyrazolo[3,4-d]pyrimidin-1-yl)-3,4-dihydroxytetrahydrofuran-2-yl)methoxy)methyl)phosphonic acid